(1S,3S)-3-((6-(1-methyl-5-(((methyl-(2-methylpentan-2-yl)carbamoyl)oxy)methyl)-1H-1,2,3-triazol-4-yl)pyridin-3-yl)oxy)cyclohexane-1-carboxylic acid CN1N=NC(=C1COC(N(C(C)(CCC)C)C)=O)C1=CC=C(C=N1)O[C@@H]1C[C@H](CCC1)C(=O)O